3-sulfopropyl(tris(2-(4-vinylbenzoyloxy)ethyl))ammonium S(=O)(=O)(O)CCC[N+](CCOC(C1=CC=C(C=C1)C=C)=O)(CCOC(C1=CC=C(C=C1)C=C)=O)CCOC(C1=CC=C(C=C1)C=C)=O